CC1=NC(=CC(=C1)O[C@H]1CC[C@@H](N(C1)CC1=CN=C(S1)NC(C)=O)C)C N-(5-(((2S,5S)-5-((2,6-dimethylpyridin-4-yl)oxy)-2-methylpiperidin-1-yl)methyl)thiazol-2-yl)acetamide